IC1=NN(C2=C1N=CN=C2NC2COC2)COCC[Si](C)(C)C 3-iodo-N-(oxetan-3-yl)-1-((2-(trimethylsilyl)ethoxy)methyl)-1H-pyrazolo[4,3-d]Pyrimidine-7-amine